tert-butyl 6-(3-methyl-7-(5-methyl-1H-indazol-4-yl) furo[3,2-b]pyridin-5-yl)-2,6-diazaspiro[3.4]octane-2-carboxylate CC1=COC=2C1=NC(=CC2C2=C1C=NNC1=CC=C2C)N2CC1(CN(C1)C(=O)OC(C)(C)C)CC2